FC1=C(C=C(C=C1)NC(OC1=CC=CC=C1)=O)C(F)(F)F phenyl (4-fluoro-3-(trifluoromethyl)phenyl)carbamate